tert-butyl 6-(((methylsulfonyl)oxy)methyl)-3,4-dihydroisoquinoline-2(1H)-carboxylate CS(=O)(=O)OCC=1C=C2CCN(CC2=CC1)C(=O)OC(C)(C)C